O1CCOC12CCC(CC2)C2=CC=CC=1N(CCOC12)C1C(NC(CC1)=O)=O 3-[8-(1,4-dioxaspiro[4.5]decan-8-yl)-2,3-dihydro-1,4-benzoxazin-4-yl]piperidine-2,6-dione